3-((PHENYLAMINO)METHYL)PHENYLBORONIC ACID C1(=CC=CC=C1)NCC=1C=C(C=CC1)B(O)O